1-[4-(bromomethyl)phenyl]-3-(trifluoromethyl)pyrazole BrCC1=CC=C(C=C1)N1N=C(C=C1)C(F)(F)F